N1-(3-acrylamido-4-((S)-3,4-dimethylpiperazin-1-yl)phenyl)-N1-((1r,4S)-4-((5-cyanopyridin-2-yl)amino)cyclohexyl)-N2-(2,3-difluorobenzyl)oxalamide C(C=C)(=O)NC=1C=C(C=CC1N1C[C@@H](N(CC1)C)C)N(C(C(=O)NCC1=C(C(=CC=C1)F)F)=O)C1CCC(CC1)NC1=NC=C(C=C1)C#N